2-chloro-4-(4-chloro-2-fluorophenyl)-6,7-dimethylpyrido[2,3-d]pyrimidine ClC=1N=C(C2=C(N1)N=C(C(=C2)C)C)C2=C(C=C(C=C2)Cl)F